C1=CC=CC=2C=C(C=3OC4=C(C3C12)C1=CC=CC=C1C=C4)C=4C=C(C=CC4)B4OC(C(O4)(C)C)(C)C 2-(3-(dinaphtho[2,1-b:1',2'-d]furan-6-yl)phenyl)-4,4,5,5-tetramethyl-1,3,2-dioxaborolane